tert-butyl (1S)-7-chloro-8-methoxy-1-methyl-1,3-dihydropyrrolo[3,4-c]quinoline-2-carboxylate ClC=1C(=CC=2C3=C(C=NC2C1)CN([C@H]3C)C(=O)OC(C)(C)C)OC